FC1=C(OC2C[C@@H]3[C@@H](CN(C3)CC(O)C3=CC=C(C=N3)O)C2)C(=CC=C1)OC rac-6-(2-((3aR,5s,6aS)-5-(2-fluoro-6-methoxyphenoxy)hexahydrocyclopenta[c]pyrrol-2(1H)-yl)-1-hydroxyethyl)pyridin-3-ol